di(trimethylsilyloxy)silylpropylglycerin methyl-methacrylate CC=C(C(=O)O)C.C[Si](O[SiH](O[Si](C)(C)C)CCCC(O)C(O)CO)(C)C